tert-Butyl N-[(8-fluoro-6-formyl-3,3a,5,6,7,8a-hexahydro-2H-cyclopenta[f][1,3]benzoxazol-2-yl)methyl]-N-methyl-carbamate FC1=C2C(=CC3NC(OC31)CN(C(OC(C)(C)C)=O)C)CC(C2)C=O